3-(4-(Dimethylamino)phenyl)-2-phenylacrylonitrile CN(C1=CC=C(C=C1)C=C(C#N)C1=CC=CC=C1)C